C(C)(C)(C)OC(=O)N1CC(C1)NC1=C2CN(C(C2=CC=C1)=O)C1C(NC(CC1)=O)=O 3-((2-(2,6-dioxopiperidin-3-yl)-1-oxoisoindolin-4-yl)amino)azetidine-1-carboxylic acid tert-butyl ester